C(C1=CC=CC=C1)OC1=C(C(=CC(=C1C)O)O)C(=O)N1CC2=CC=C(C=C2C1)CN1CCNCC1 (2-(benzyloxy)-4,6-dihydroxy-3-methylphenyl)(5-(piperazin-1-ylmethyl)isoindolin-2-yl)methanone